benzoic acid (2R,3S,4R,5R)-5-(2,4-dioxo-3,4-dihydropyrimidin-1(2H)-yl)-2-(1-(hydroxy (methoxy) phosphoryl) ethoxy)-4-methoxytetrahydrofuran-3-yl ester O=C1N(C=CC(N1)=O)[C@H]1[C@@H]([C@@H]([C@H](O1)OC(C)P(=O)(OC)O)OC(C1=CC=CC=C1)=O)OC